N1C[C@H](CC1)NC1=NC=CC=N1 (S)-N-(pyrrolidin-3-yl)pyrimidin-2-amine